S1C(=NC2=C1C=CC=C2)NC2=C(C=C(N=N2)N(C=2SC=C(N2)C(=O)[O-])CCCC(C[N+](C)(C)C)O)C 2-((6-(benzo[d]thiazol-2-ylamino)-5-methylpyridazin-3-yl)(4-hydroxy-5-(trimethylammonio)pentyl)amino)thiazole-4-carboxylate